N1=C(C=NC=C1)CN1[C@@H](CCC1)C(=O)O (pyrazin-2-ylmethyl)-L-proline